butyl N,N-di-isooctylaminoacetate C(CCCCC(C)C)N(CCCCCC(C)C)CC(=O)OCCCC